((5-(3-chloro-5-(trifluoromethyl)pyridin-2-yl)-1,2,4-oxadiazol-3-yl)methyl)carbamic acid tert-butyl ester C(C)(C)(C)OC(NCC1=NOC(=N1)C1=NC=C(C=C1Cl)C(F)(F)F)=O